C(C)(C)(C)OC(=O)N1[C@H]2C[C@]2(C[C@H]1C(=O)O)CO (1S,3S,5R)-2-(tert-Butoxycarbonyl)-5-(hydroxymethyl)-2-azabicyclo[3.1.0]Hexane-3-carboxylic acid